(1H-indol-3-yl)-2-methylpyrazolo[1,5-a]quinazoline N1C=C(C2=CC=CC=C12)C=1C(=NN2C1N=CC1=CC=CC=C21)C